2-(5-chloro-2-methoxypyridin-4-yl)-1-((S)-7-((5-(4-(difluoromethyl)pyrimidin-2-yl)-6-methylpyridin-2-yl)amino)-5-azaspiro[2.4]hept-5-yl)propan-1-one ClC=1C(=CC(=NC1)OC)C(C(=O)N1CC2(CC2)[C@@H](C1)NC1=NC(=C(C=C1)C1=NC=CC(=N1)C(F)F)C)C